C(C1=CC=CC=C1)OC(=O)N[C@@H](C(=O)OC1CCCCC1)CNC(=O)OC(C)(C)C cyclohexyl (R)-2-(((benzyloxy)carbonyl)amino)-3-((tert-butoxycarbonyl)amino)propanoate